C1(CC1)N1C[C@H](N(CC1)C1=C(C=C(C(=C1)OC)NC1=NC=NC(=C1)N1OCC[C@@H]1C1=C(C=CC(=C1)F)F)NC(C=C)=O)C N-(2-((R)-4-cyclopropyl-2-methylpiperazine-1-yl)-5-((6-((R)-3-(2,5-difluorophenyl)isoxazolidine-2-yl)pyrimidine-4-yl)amino)-4-methoxy-phenyl)acrylamide